FC(CCC(=O)OC)(CCC=O)F methyl 4,4-difluoro-7-oxoheptanoate